FC1=CC=C(C=C1)C=1SC(=CC1)CC1=C(C=CC(=C1)I)C 2-(4-fluoro-phenyl)-5-[(5-iodo-2-methylphenyl)methyl]thiophene